7,8-dimethoxy-2-(trifluoromethyl)-3-(1-(4-(trifluoromethyl)benzyl)-1H-pyrazol-4-yl)-4H-chromen-4-one COC1=CC=C2C(C(=C(OC2=C1OC)C(F)(F)F)C=1C=NN(C1)CC1=CC=C(C=C1)C(F)(F)F)=O